FC1=C(C=C(C=C1)N1CCNCC1)CC(=O)NC(C1=CC=CC=C1)C1=C(C=C(C=C1)C)N1CCCCC1 2-[2-fluoro-5-(piperazin-1-yl)phenyl]-N-{[4-methyl-2-(piperidin-1-yl)phenyl](phenyl)methyl}acetamide